C(C)OP(=O)(C(C1=C(C=C(C=C1C)C)C)=O)C1=CC=CC=C1 phenyl-(2,4,6-trimethylbenzoyl)-phosphinic acid ethyl ester